(S)-4-(benzyl(methyl)amino)-5-methyl-5,6-dihydropyridin-2(1H)-one C(C1=CC=CC=C1)N(C1=CC(NC[C@@H]1C)=O)C